CC1(C2=CC=CC=C2C=2C(=CC=CC12)NC1=CC=CC=C1)C 9,9-dimethyl-N-phenyl-9H-fluorene-4-amine